Cl.Cl.FC=1C(=CC=C2C(=NN(C12)C)C1C(NC(CC1)=O)=O)C1CCNCC1 3-(7-fluoro-1-methyl-6-(piperidin-4-yl)-1H-indazol-3-yl)piperidine-2,6-dione dihydrochloride